ClC1=C(C=C(C=C1)F)C(=O)C1=C(C=C2C=CN=CC2=C1C#N)F 7-[(2-chloro-5-fluorophenyl)carbonyl]-6-fluoroisoquinoline-8-carbonitrile